FC=1C=C(C=CC1F)N1C(CCCC1=O)C1=NC2=C(N1C=1SC(=CN1)C(=O)N(C)C)C=CC(=C2)C=2C(=NOC2C)C 2-(2-(1-(3,4-difluorophenyl)-6-oxopiperidin-2-yl)-5-(3,5-dimethylisoxazol-4-yl)-1H-benzo[d]imidazol-1-yl)-N,N-dimethylthiazole-5-carboxamide